BISmol [BiH]1C=CC=C1